CC1=NC(=NC(=C1)C(F)(F)F)N1CCN(CC1)S(=O)(=O)C1=CC2=C(N3C(CO2)CCC3=O)C=C1 7-[4-[4-Methyl-6-(trifluoromethyl)pyrimidin-2-yl]piperazin-1-yl]sulfonyl-2,3,3a,4-tetrahydropyrrolo[2,1-c][1,4]benzoxazin-1-one